(4-oxo-4H-quinolin-1-yl)-acetyl-(furan-2-ylmethylene)hydrazine O=C1C=CN(C2=CC=CC=C12)N(N=CC=1OC=CC1)C(C)=O